C1=2N=C3NC=CC3=CC2NC(C(O1)([2H])[2H])([2H])[2H] (11,11,12,12-2H4)-13-oxa-2,4,10-triazatricyclo[7.4.0.0^[3,7]]trideca-1(9),2,5,7-tetraen